FC=1C=C2C(=C(C=NC2=CC1F)C(=O)N1CCN(CC1)C(=O)N1CCCC1)N1CCC(CC1)(C#N)C 1-(6,7-Difluoro-3-(4-(pyrrolidine-1-carbonyl)piperazine-1-carbonyl)quinolin-4-yl)-4-methylpiperidine-4-carbonitrile